NC=1C2=C(N=CN1)N(C=C2C2=CC=C(C=C2)OC2=CC=CC=C2)C2CCC1(OCC(CO1)NC(OC(C)(C)C)=O)CC2 tert-butyl (9-(4-amino-5-(4-phenoxyphenyl)-7H-pyrrolo[2,3-d]pyrimidin-7-yl)-1,5-dioxaspiro[5.5]undecan-3-yl)carbamate